4-oxo-4-(2-(piperidin-1-yl)ethoxy)butanoic acid O=C(CCC(=O)O)OCCN1CCCCC1